C1(CC1)C1=CC=NC=N1 6-cyclopropylpyrimidin